2-(carbamoyl-methyl-amino)ethanesulfonic acid C(N)(=O)N(CCS(=O)(=O)O)C